3-[[4-[(2R)-2-[[5-(cyclobutoxy)-3-fluoro-2-pyridyl]methylamino]-4,4-dimethyl-pentoxy]-6-(2,6-dimethylphenyl)pyrimidin-2-yl]sulfamoyl]benzoic acid C1(CCC1)OC=1C=C(C(=NC1)CN[C@@H](COC1=NC(=NC(=C1)C1=C(C=CC=C1C)C)NS(=O)(=O)C=1C=C(C(=O)O)C=CC1)CC(C)(C)C)F